CC=1N=C2N(N=C(C=C2C)C2=CC=3N=CN(C(C3S2)=O)C2CCN(CC2)C)C1 6-(2,8-dimethylimidazo[1,2-b]pyridazin-6-yl)-3-(1-methylpiperidin-4-yl)thieno[3,2-d]pyrimidin-4(3H)-one